FC=1C=C(C=C(C1C1(CCS(CC1)(=O)=O)F)F)C1=NO[C@H](C1)CN [(5R)-3-[3,5-Difluoro-4-(4-fluoro-1,1-dioxo-thian-4-yl)phenyl]-4,5-dihydroisoxazol-5-yl]methanamine